Hydroxymethylphenoxyacetate OCOC(COC1=CC=CC=C1)=O